tert-Butyl 6-methyl-4-(4,4,5,5-tetramethyl-1,3,2-dioxaborolan-2-yl)pyrrolo[2,3-b]pyridine-1-carboxylate CC1=CC(=C2C(=N1)N(C=C2)C(=O)OC(C)(C)C)B2OC(C(O2)(C)C)(C)C